3-(5-Amino-6-(1H-1,2,3-triazol-1-yl)pyrazin-2-yl)-N-(4-cyanobicyclo[2.1.1]hexan-1-yl)-4-methylbenzenesulfonamide NC=1N=CC(=NC1N1N=NC=C1)C=1C=C(C=CC1C)S(=O)(=O)NC12CCC(C1)(C2)C#N